C1(=O)OCCCOC(C(C1O)O)=O trimethylene tartrate